N[C@H]1C2N(CC1CC2)C(=O)C=2C=C(C=1N(C2)N=C(C1C)C1=CC=2C(=NC(=CC2)N2CC(C2)OC)N1CC1CC1)OC ((7R)-7-amino-2-azabicyclo[2.2.1]hept-2-yl)(2-(1-(cyclopropylmethyl)-6-(3-methoxyazetidin-1-yl)-1H-pyrrolo[2,3-b]pyridin-2-yl)-4-methoxy-3-methylpyrazolo[1,5-a]pyridin-6-yl)methanone